CN1C(N=C(C(=C1)C(F)(F)F)N)NC=1C(=NN(C1)C1CCC2=C1NN=C2)C N1-methyl-N2-(3-methyl-1-(1,4,5,6-tetrahydrocyclopenta[c]pyrazol-6-yl)-1H-pyrazol-4-yl)-5-(trifluoromethyl)pyrimidine-2,4-diamine